COC=1C=C(C=CC1OC)[C@@H](C)NC(\C=C\C1=CNC2=NC=C(C=C21)C2=CC=C(C=C2)CN(C)C)=O (R,E)-N-(1-(3,4-dimethoxyphenyl)ethyl)-3-(5-(4-((dimethylamino)methyl)phenyl)-1H-pyrrolo[2,3-b]pyridin-3-yl)acrylamide